1-(2,6-dimethoxy-4-methylphenyl)propan-2-amine COC1=C(C(=CC(=C1)C)OC)CC(C)N